OC1=C(C=C(C(=O)OCC)C#N)C=CC=C1 ethyl 2-hydroxy-α-cyanocinnamate